CC1=C(C(C(=C(N1)C)C(=O)OCC(C)C)C2=CC=CC=C2[N+](=O)[O-])C(=O)OC The molecule is a dihydropyridine that is 1,4-dihydropyridine which is substituted by methyl groups at positions 2 and 6, a methoxycarbonyl group at position 3, an o-nitrophenyl group at position 4, and an isobutoxycarbonyl group at position 5. The racemate, a calcium channel blocker, is used in the treatment of hypertension and angina pectoris. It is a C-nitro compound, a diester, a dihydropyridine, a methyl ester and a member of dicarboxylic acids and O-substituted derivatives.